bis(2,4-dinitrophenyl) oxalate C(C(=O)OC1=C(C=C(C=C1)[N+](=O)[O-])[N+](=O)[O-])(=O)OC1=C(C=C(C=C1)[N+](=O)[O-])[N+](=O)[O-]